(1R,2R)-1-hydroxy-2-[(5R)-5H-imidazo[4,3-a]isoindol-5-yl]-8-azaspiro[4.5]decane-8-sulfonamide O[C@@H]1[C@H](CCC12CCN(CC2)S(=O)(=O)N)[C@H]2N1C(C3=CC=CC=C23)=CN=C1